Cl.NC(CO)(CO)C 2-amino-2-methyl-1,3-Propanediol-HCl